1-(tert-butoxycarbonyl)pyrrolidin-2-ol C(C)(C)(C)OC(=O)N1C(CCC1)O